4,6-diphenyl-pyrimidine-2-boronic acid C1(=CC=CC=C1)C1=NC(=NC(=C1)C1=CC=CC=C1)B(O)O